(6-((2-((5-(1-ethyl-1H-pyrazol-4-yl)-2-methoxy-4-(4-methyl-piperazin-1-yl)phenyl)amino)-7H-pyrrolo[2,3-d]pyrimidin-4-yl)amino)quinoxalin-5-yl)dimethyl-phosphine oxide C(C)N1N=CC(=C1)C=1C(=CC(=C(C1)NC=1N=C(C2=C(N1)NC=C2)NC=2C(=C1N=CC=NC1=CC2)P(C)(C)=O)OC)N2CCN(CC2)C